IC1=NNC2=CC(=CC=C12)C(=O)OC methyl 3-iodo-1H-indazole-6-carboxylate